N-(1-(4-aminobenzyl)-1H-pyrazol-4-yl)-5-chloro-4-(3-methyl-1-((2-(trimethylsilyl)ethoxy)methyl)-1H-pyrazol-4-yl)pyrimidin-2-amine NC1=CC=C(CN2N=CC(=C2)NC2=NC=C(C(=N2)C=2C(=NN(C2)COCC[Si](C)(C)C)C)Cl)C=C1